FC=1C=C(C=NC1OC)[C@@H]1[C@](C1)(C(=O)NS(=O)(=O)C=1C=2C=CC(=NC2C=CC1)C)C1=C(C=CC(=C1)C)OC (1S,2R)-2-(5-fluoro-6-methoxypyridin-3-yl)-1-(2-methoxy-5-methylphenyl)-N-(2-methylquinoline-5-sulfonyl)cyclopropane-1-carboxamide